C(CCCCCC)C1=NC=C(C=N1)NC=1C=NC(=NC1)CCCCCCC 2-heptyl-N-(2-heptyl-5-pyrimidinyl)-5-Pyrimidinamine